C(C1=CC=CC=C1)(=O)O.C(C=1C(C(=O)O)=CC=CC1)(=O)O.C(C=1C(C(=O)O)=CC=CC1)(=O)O diphthalic acid benzoate